2-((2-(4-(difluoromethoxy)phenyl)-5-methyl-1H-imidazol-1-yl)methyl)phenol FC(OC1=CC=C(C=C1)C=1N(C(=CN1)C)CC1=C(C=CC=C1)O)F